ethylidenedimaleimide C(C)(C=1C(=O)NC(C1)=O)C=1C(=O)NC(C1)=O